C(#N)C(CC(C(=O)O)SC(=S)CCCCCCCCCCCC)C 4-cyano(dodecyl-thiocarbonyl)sulfanyl-pentanoic acid